OC1=CC=C2C(C(=COC2=C1[C@H]1[C@H](O)[C@@H](O)[C@H](O)[C@H](O1)CO)C1=CC=C(C=C1)O)=O 7,4'-dihydroxy-8-beta-D-glucosyl-isoflavone